2-n-propyl-2-isopropyl-1,3-dimethoxypropane C(CC)C(COC)(COC)C(C)C